C1(=C(C(=CC(=C1)C)C)[B-](C1=C(C=C(C=C1C)C)C)(C1=C(C=C(C=C1C)C)C)C1=C(C=C(C=C1C)C)C)C.C1(CCCCC1)[PH+](C1=CC(=CC(=C1)C(C)(C)C)C(C)(C)C)C1CCCCC1 dicyclohexyl-(3,5-di-(tert-butyl)phenyl)phosphonium tetramesitylborate